N-(β-diazophenylethyl)maleimide fumarate C(\C=C\C(=O)O)(=O)O.[N+](=[N-])=C(CN1C(C=CC1=O)=O)C1=CC=CC=C1